(1R,5S)-3-(5-iodo-4-(1-(methylsulfonyl)cyclopropyl)-7-(1-(tetrahydro-2H-pyran-2-yl)-1H-pyrazol-5-yl)imidazo[1,5-b]pyridazin-2-yl)-8-oxa-3-azabicyclo[3.2.1]octane IC=1N=C(N2N=C(C=C(C21)C2(CC2)S(=O)(=O)C)N2C[C@H]1CC[C@@H](C2)O1)C1=CC=NN1C1OCCCC1